CC1CC(CC(C1)C)[Si](OC)(OC)C1CCCC1 3,5-dimethylcyclohexylcyclopentyl-dimethoxysilane